(R)-8-cyclopentyl-7-ethyl-2-{{1-[2-(4-hydroxypiperidin-1-yl)acetyl]-6-methoxyindol-5-yl}amino}-5-methyl-7,8-dihydropterin C1(CCCC1)N1C(CN(C=2C(N[C@](NC12)(N)NC=1C=C2C=CN(C2=CC1OC)C(CN1CCC(CC1)O)=O)=O)C)CC